FC1=C(N)C(=CC(=C1)C1=CC=NN1C)F 2,6-difluoro-4-(1-methyl-1H-pyrazol-5-yl)aniline